(3R,4R)-3-(2-chloro-8-oxo-7,8-dihydro-9H-purin-9-yl)-4-fluoropyrrolidine-1-carboxylic acid tert-butyl ester C(C)(C)(C)OC(=O)N1C[C@H]([C@@H](C1)F)N1C2=NC(=NC=C2NC1=O)Cl